methyl (R)-6-chloro-3-((1-(2-cyano-3-((4-methoxybenzyl)oxy)-7-methylquinoxalin-5-yl)ethyl)amino)picolinate ClC1=CC=C(C(=N1)C(=O)OC)N[C@H](C)C1=C2N=C(C(=NC2=CC(=C1)C)C#N)OCC1=CC=C(C=C1)OC